ethyl 1-(2-(3-fluoro-5-(trifluoromethyl)benzyl)pyridin-4-yl)-5-(hydroxymethyl)-3-methyl-1H-pyrazole-4-carboxylate FC=1C=C(CC2=NC=CC(=C2)N2N=C(C(=C2CO)C(=O)OCC)C)C=C(C1)C(F)(F)F